3-[[6-[(5-bromo-2-pyridinyl)oxy]-1,3-benzothiazol-2-yl]carbamoyl]bicyclo[2.2.1]hept-5-ene-2-carboxylic acid BrC=1C=CC(=NC1)OC1=CC2=C(N=C(S2)NC(=O)C2C(C3C=CC2C3)C(=O)O)C=C1